(R)-3-hydroxy-N,N-dimethyl-3-(thiophen-2-yl)propanamide tert-butyl-peroxymaleate C(C)(C)(C)OOC(\C=C/C(=O)O)=O.O[C@H](CC(=O)N(C)C)C=1SC=CC1